FC(C=1C(=C(C=CC1)C(C)NC=1C2=C(N=C(N1)C)NC(C=C2)=O)F)F 4-((1-(3-(difluoromethyl)-2-fluorophenyl)ethyl)amino)-2-methylpyrido[2,3-d]pyrimidin-7(8H)-one